ClC=1C(=CC=C2N=CC(=NC12)C=1C=NN(C1)CC1CCC(CC1)N(C)C)OC=1C=CC2=C(NC(=N2)C)C1 4-((4-(8-chloro-7-((2-methyl-1H-benzo[d]imidazol-6-yl)oxy)quinoxalin-2-yl)-1H-pyrazol-1-yl)methyl)-N,N-dimethylcyclohexanamine